C(C)(C)(C)C=1C=C(CN(C(CN(S(=O)(=O)C2=C(C(=C(C(=C2F)F)F)F)F)CC2=CC=C(C=C2)Cl)=O)C2=CC(=C(C(=O)O)C=C2)OC)C=C(C1)C1CC1 4-(N-(3-(tert-butyl)-5-cyclopropylbenzyl)-2-(N-(4-chlorobenzyl)-(2,3,4,5,6-pentafluorophenyl)sulfonamido)acetamido)-2-methoxybenzoic acid